5-BROMO-3-FORMYL-6-METHYL-7-AZAINDOLE BrC=1C=C2C(=CNC2=NC1C)C=O